tris(stearate) aluminum [Al+3].C(CCCCCCCCCCCCCCCCC)(=O)[O-].C(CCCCCCCCCCCCCCCCC)(=O)[O-].C(CCCCCCCCCCCCCCCCC)(=O)[O-]